CC(=CC1=CC(=C(C#N)C=C1)N1CCNCC1)C 4-(2-methylprop-1-en-1-yl)-2-(piperazin-1-yl)benzonitrile